1-(9Z-tetradecenoyl)-2-(9Z,12Z,15Z-octadecatrienoyl)-glycero-3-phosphocholine CCCC/C=C\CCCCCCCC(=O)OC[C@H](COP(=O)([O-])OCC[N+](C)(C)C)OC(=O)CCCCCCC/C=C\C/C=C\C/C=C\CC